N-(2-cyclopropyl-4-iodo-5-methylphenyl)-N-[1-(2-hydroxy-2-methylpropyl)pyrazolo[4,3-b]pyridin-5-yl]pent-2-ynamide C1(CC1)C1=C(C=C(C(=C1)I)C)N(C(C#CCC)=O)C1=CC=C2C(=N1)C=NN2CC(C)(C)O